tryptophan ketoglutarate O=C(C(=O)O)CCC(=O)O.N[C@@H](CC1=CNC2=CC=CC=C12)C(=O)O